1-(4-bromopyridine-2-yl)-N-(3-fluoro-4-((1-isopropyl-2-oxo-2,3-dihydro-1H-imidazo[4,5-b]pyridine-7-yl)oxy)phenyl)-5-(trifluoromethyl)-1H-pyrazole-4-carboxamide BrC1=CC(=NC=C1)N1N=CC(=C1C(F)(F)F)C(=O)NC1=CC(=C(C=C1)OC1=C2C(=NC=C1)NC(N2C(C)C)=O)F